C(#N)C=1C=C(COC2=CC(=C(CN3CC(C3)C(=O)O)C=C2)CC)C=CC1OC(C)C 1-(4-((3-cyano-4-isopropoxybenzyl)oxy)-2-ethylbenzyl)azetidine-3-carboxylic acid